α-D-glucopyranosyl-(1→6)-D-glucose [C@H]1([C@H](O)[C@@H](O)[C@H](O)[C@H](O1)CO)OC[C@H]([C@H]([C@@H]([C@H](C=O)O)O)O)O